F[C@H]1CN(CC[C@H]1NC1=C2C=C(N(C2=CC=C1)CC(F)(F)F)C1=NOC(=N1)CNC(=O)C1=CN=C(S1)C(C)C)C N-((3-(4-(((3S,4R)-3-fluoro-1-methylpiperidin-4-yl)amino)-1-(2,2,2-trifluoroethyl)-1H-indol-2-yl)-1,2,4-oxadiazol-5-yl)methyl)-2-isopropylthiazole-5-carboxamide